FC(C(=O)O)(F)F.NCC1COC2=C1C=C1/C(/N=CN(C1=C2)[C@@H]2COCC2)=N/C2=C(C(=C(C=C2)Cl)Cl)F (Z)-N-(6-(aminomethyl)-1-((S)-tetrahydrofuran-3-yl)-6,7-dihydrofuro[3,2-g]quinazolin-4(1H)-ylidene)-3,4-dichloro-2-fluoroaniline 2,2,2-trifluoroacetate